4-(4-amino-2-{4-[(2-fluoroacrylamido)]phenyl}-1-methyl-7-{3-[(1-methylpiperidin-4-yl)oxy]prop-1-ynyl}pyrrolo[3,2-c]pyridin-3-yl)-2-methoxy-N-(2,2,2-trifluoroethyl)benzamide NC1=NC=C(C2=C1C(=C(N2C)C2=CC=C(C=C2)NC(C(=C)F)=O)C2=CC(=C(C(=O)NCC(F)(F)F)C=C2)OC)C#CCOC2CCN(CC2)C